4-[(2-nitrophenyl)methoxy]phenoxylpiperidine-1-carboxylate [N+](=O)([O-])C1=C(C=CC=C1)COC1=CC=C(OC2N(CCCC2)C(=O)[O-])C=C1